C(C)OC(C1=C(C=C(C(=O)OCC)C(=C1)C=1SC=CC1)C=1SC=CC1)=O 2,5-Dithien-2-ylterephthalic acid diethyl ester